C(C)(C)(C)OC(=O)N1N(C(C2=CC=C(C=C12)NC1=CC(=C(C=C1)N1CCCCC1)N(C)C)=O)C 6-((3-(dimethylamino)-4-(piperidin-1-yl)phenyl)amino)-2-methyl-3-oxo-2,3-dihydro-1H-indazole-1-carboxylic acid tert-butyl ester